N-[5-[1-(2,2-Difluoroethyl)pyrazol-4-yl]-2,4-dimethylphenyl]-6-methoxypyrazolo[1,5-a]pyridine-3-carboxamide FC(CN1N=CC(=C1)C=1C(=CC(=C(C1)NC(=O)C=1C=NN2C1C=CC(=C2)OC)C)C)F